C(C)(C)(C)OC(=O)N1C(=C(C2=CC(=CC=C12)Br)C(C)C)C1=CC(=NC(=C1)C)C 5-bromo-2-(2,6-dimethylpyridin-4-yl)-3-isopropyl-1H-indole-1-carboxylic acid tert-butyl ester